C(C)(=O)N(N(C(=O)C1=CC=2C3=C(C(=NC2C=C1)N)C=NN3C)CC3=C(C=C(C=C3)C3=NC=CC(=C3)C(F)(F)F)F)C N'-acetyl-4-amino-N-(2-fluoro-4-(4-(trifluoromethyl)pyridin-2-yl)benzyl)-N',1-dimethyl-1H-pyrazolo[4,3-c]quinoline-8-carbohydrazide